The molecule is a polyene antibiotic that is TMC-1A in which the 2,4-dimethyloct-2-enoyl group has been replaced by an (E,E)-4,6-dimethyldeca-2,4-dienoyl group. TMC-1C is an antitumour antibiotic isolated from Streptomyces sp. A-230. It has a role as an antineoplastic agent and a bacterial metabolite. It is an enone, a cyclic ketone, a polyene antibiotic, an enol, a secondary alcohol, a tertiary alcohol, an enamide and a secondary carboxamide. CCCCC(C)/C=C(\\C)/C=C/C(=O)NC1=C[C@]([C@@H](CC1=O)O)(/C=C/C=C/C=C/C(=O)NC2=C(CCC2=O)O)O